pentadecane-7,8-diol CCCCCCC(C(CCCCCCC)O)O